[Hf].C(C)(C)(C)C=1C=C(C=C(C1)C(C)(C)C)C=1C(=C(C=C(C1)C)C1=C(C=CC=C1)N(CCCOC)C1=C(C(=CC(=C1)C)C(C)(C)C)O)O [3'',5''-di-tert-butyl-2-((3-tert-butyl-2-hydroxy-5-methylphenyl)(3-methoxypropyl)amino)-5'-methyl-[1,1':3',1''-terphenyl]-2'-ol] hafnium